C(C)(=O)N1\C(\C(C2=CC=CC=C12)=O)=C/C1=NC2=CC=C(C=C2C=C1)C(=O)N1CCN(CC1)CCOC (Z)-1-acetyl-2-((6-(4-(2-methoxy-ethyl)piperazine-1-carbonyl)quinolin-2-yl)methylene)-indolin-3-one